tert-Butyl 4-(4-(4-(1-(4-cyano-3-(trifluoromethyl)phenyl)piperidin-4-yl)phenoxy)butyl)piperidine-1-carboxylate C(#N)C1=C(C=C(C=C1)N1CCC(CC1)C1=CC=C(OCCCCC2CCN(CC2)C(=O)OC(C)(C)C)C=C1)C(F)(F)F